N-([1,1'-biphenyl]-4-yl)-N-(4-(6-(dibenzo[b,d]furan-2-yl)-9-phenyl-9H-carbazol-3-yl)phenyl)-9,9-dimethyl-9H-fluoren-2-amine C1(=CC=C(C=C1)N(C1=CC=2C(C3=CC=CC=C3C2C=C1)(C)C)C1=CC=C(C=C1)C=1C=CC=2N(C3=CC=C(C=C3C2C1)C1=CC2=C(OC3=C2C=CC=C3)C=C1)C1=CC=CC=C1)C1=CC=CC=C1